(1-(2-(Dimethylamino)-7-fluoroquinolin-4-yl)cyclopropyl)-2-methyl-5-((1-methylazetidin-2-yl)methoxy)benzamide CN(C1=NC2=CC(=CC=C2C(=C1)C1(CC1)C=1C(=C(C(=O)N)C=C(C1)OCC1N(CC1)C)C)F)C